(1R,2R,3S,4R,5S)-4-(6-amino-2-(methylsulfanyl)-9H-purin-9-yl)-1-(hydroxymethyl)bicyclo[3.1.0]Hexane-2,3-diol NC1=C2N=CN(C2=NC(=N1)SC)[C@H]1[C@@H]([C@@H]([C@@]2(C[C@H]12)CO)O)O